tert-butyl (3S)-3-[(1R)-2-[[2-(cyclobutylamino)-6-(4-isopropylpiperazin-1-yl)pyridine-4-carbonyl]amino]-1-hydroxy-ethyl]-7-(methoxymethoxy)-3,4-dihydro-1H-isoquinoline-2-carboxylate C1(CCC1)NC1=NC(=CC(=C1)C(=O)NC[C@@H](O)[C@H]1N(CC2=CC(=CC=C2C1)OCOC)C(=O)OC(C)(C)C)N1CCN(CC1)C(C)C